N-(5-chloro-2-(2-methoxyethoxy)phenyl)picolinamide ClC=1C=CC(=C(C1)NC(C1=NC=CC=C1)=O)OCCOC